C(C1=CN=CC=C1)(=O)NCCCC(=O)[O-].[Na+] Sodium 4-(nicotinamido)butanoate